C(CCCN1C(=NC2=C1C=CC(=C2)C(N)=O)C=2C1=C(SC2C(=O)O)C=CC=C1Cl)N1C(=NC2=C1C=CC(=C2)C(N)=O)C=2C1=C(SC2C(=O)O)C=CC=C1Cl 3,3'-(Butane-1,4-diylbis(5-carbamoyl-1H-benzo[d]imidazole-1,2-diyl))bis(4-chlorobenzo[b]thiophene-2-carboxylic acid)